FN(C1=CC(=CC(=C1)OC)OC)F difluoro-3,5-dimethoxyaniline